4-(4-Methoxyphenyl)-3,4-dihydro-2H-chromen-7-ol COC1=CC=C(C=C1)C1CCOC2=CC(=CC=C12)O